C(CCCS(=O)(=O)[O-])S(=O)(=O)[O-].[C@@H]1([C@H](O)[C@H](O)[C@@H](C[S+](CC[C@H](N)C(=O)O)C)O1)N1C=NC=2C(N)=NC=NC12.[C@@H]1([C@H](O)[C@H](O)[C@@H](C[S+](CC[C@H](N)C(=O)O)C)O1)N1C=NC=2C(N)=NC=NC12 S-adenosylmethionine 1,4-butanedisulfonate